N-((4-acetamidophenyl)thiocarbamoyl)benzo[b]thiophene-2-carboxamide C(C)(=O)NC1=CC=C(C=C1)NC(=S)NC(=O)C1=CC2=C(S1)C=CC=C2